N-(5-chloro-6-(2H-1,2,3-triazol-2-yl)pyridin-3-yl)-1-(1-(tetrahydrofuran-2-yl)isoquinolin-4-yl)-5-(trifluoromethyl)-1H-pyrazole-4-carboxamide ClC=1C=C(C=NC1N1N=CC=N1)NC(=O)C=1C=NN(C1C(F)(F)F)C1=CN=C(C2=CC=CC=C12)C1OCCC1